[Ir].ClC1=NC=C(C(=O)N)C(=C1)NC1=C(C=CC=C1)OCC 6-chloro-4-((2-ethoxyphenyl)amino)nicotinamide iridium